(R)-2-(6-(3-fluoropyrrolidin-1-yl)pyridin-3-yl)-6-(pyridin-3-yl)-6,7-dihydro-5H-imidazo[1,5-a]imidazol-5-one hydrochloride Cl.F[C@H]1CN(CC1)C1=CC=C(C=N1)C=1N=C2N(C1)C(N(C2)C=2C=NC=CC2)=O